NC1=NC=NN2C1=NC=C2C(=O)NC2=C1C=CN=C(C1=CC=C2C)NC2=C(C(=C(C=C2)Cl)F)F 4-Amino-N-(1-((4-chloro-2,3-difluorophenyl)amino)-6-methylisoquinolin-5-yl)imidazo[2,1-f][1,2,4]triazine-7-carboxamide